n-propyl-3H-1-benzazepine-4-carboxamide C(CC)C1=NC2=C(C=C(C1)C(=O)N)C=CC=C2